ethyl-2-[(thien-3-ylcarbamoyl)amino]butanoic acid C(C)C(C(=O)O)(CC)NC(NC1=CSC=C1)=O